5-fluoro-8-(4-fluorophenyl)-9-(5,5-dimethyloxazolidine-2,4-dione-3-yl)-8,9-dihydro-2H-pyrido[4,3,2-de]phthalazine-3(7H)-one-7-carboxylic acid tert-butyl ester C(C)(C)(C)OC(=O)N1C(C(C2=NNC(C=3C=C(C=C1C23)F)=O)N2C(OC(C2=O)(C)C)=O)C2=CC=C(C=C2)F